(t-butoxycarbonyl)-DL-valine C(C)(C)(C)OC(=O)N[C@@H](C(C)C)C(=O)O |r|